N-(3,4-difluoro-5-(6-(((3aR,5s,6aS)-2-((tetrahydro-2H-pyran-4-yl)methyl)octahydrocyclopenta[c]pyrrol-5-yl)amino)pyridazin-3-yl)phenyl)-2,2-difluoroacetamide FC=1C=C(C=C(C1F)C=1N=NC(=CC1)NC1C[C@@H]2[C@@H](CN(C2)CC2CCOCC2)C1)NC(C(F)F)=O